1,2-dichloroacetaldehyde ClC(CCl)=O